C(#N)C=1C=NN2C1C(=NC(=C2)C=2C=NN(C2)C2CC(C2)C=O)C=2C=CC(=NC2)N2CCC(CC2)(C(=O)NC2CCC2)CC 1-[5-[3-cyano-6-[1-(3-formylcyclobutyl)pyrazol-4-yl]pyrazolo[1,5-a]pyrazin-4-yl]-2-pyridyl]-N-cyclobutyl-4-ethyl-piperidine-4-carboxamide